ClC1=CC=C(C=C1)C1=CN=CC(=N1)C(=O)NN 6-(4-chlorophenyl)pyrazine-2-carbohydrazide